2,2-bis[4-(2-trifluoromethyl-4-maleimidophenoxy)phenyl]hexafluoropropane FC(C1=C(OC2=CC=C(C=C2)C(C(F)(F)F)(C(F)(F)F)C2=CC=C(C=C2)OC2=C(C=C(C=C2)N2C(C=CC2=O)=O)C(F)(F)F)C=CC(=C1)N1C(C=CC1=O)=O)(F)F